4-(3-chlorophenyl-2,4,5,6-d4)-9-(phenyl-d5)-9H-carbazole-1,2,3,5,6,7,8-d7 ClC=1C(=C(C(=C(C1[2H])[2H])[2H])C1=C(C(=C(C=2N(C3=C(C(=C(C(=C3C12)[2H])[2H])[2H])[2H])C1=C(C(=C(C(=C1[2H])[2H])[2H])[2H])[2H])[2H])[2H])[2H])[2H]